N-(trans-3-(2-(4-(2,3-dichlorophenyl)piperazin-1-yl)ethyl)cyclobutyl)isothiazole-3-carboxamide (N-((tert-butyldimethylsilyl)hydroxy)aminosulfonyl)carbamate [Si](C)(C)(C(C)(C)C)ONS(=O)(=O)NC(O)=O.ClC1=C(C=CC=C1Cl)N1CCN(CC1)CC[C@@H]1C[C@H](C1)NC(=O)C1=NSC=C1